C(CCCCCCCCCCC)OS(=O)(=O)[O-].[Na+].NC=1N=C(C2=C(C=NN(C2=O)CC=2SC=C(N2)CN2CCCC2)N1)NCCCC 2-amino-4-(butylamino)-6-((4-(pyrrolidin-1-ylmethyl)thiazol-2-yl)methyl)pyrimido[4,5-d]pyridazin-5(6H)-one sodium lauryl-sulfate